C1(=CC=C(C=C1)C=1N=C(OC1C1=CC=C(C=C1)C)SCC(=O)NC)C 2-[4,5-bis(p-tolyl)oxazol-2-yl]sulfanyl-N-methylacetamide